C1(CCCCC1)[C@]1(C(NC2=C(C(=CC=C12)C)F)=O)C1=CC=C(C=C1)B(O)O (S)-(4-(3-cyclohexyl-7-fluoro-6-methyl-2-oxoindolin-3-yl)phenyl)boronic acid